ethyl (S)-2-((3-(4-(3-fluorobenzyl)-1H-pyrazole-1-carboxamido)-5-methyl-4-oxo-2,3,4,5-tetrahydrobenzo[b][1,4]oxazepin-7-yl)oxy)acetate FC=1C=C(CC=2C=NN(C2)C(=O)N[C@@H]2C(N(C3=C(OC2)C=CC(=C3)OCC(=O)OCC)C)=O)C=CC1